ethyl 2-(((ethoxycarbonyl)(isobutyl)amino)methyl)benzoate C(C)OC(=O)N(CC(C)C)CC1=C(C(=O)OCC)C=CC=C1